O1COC2=C1C=CC(=C2)NC(C2=CC=C(C=C2)S(NC2=C(C=CC=C2)OC)(=O)=O)=O N-(benzo[d][1,3]dioxol-5-yl)-4-(N-(2-methoxyphenyl)sulfamoyl)benzamide